(1R,2S,3R,5R)-3-(4-amino-5-(pyridin-4-yl)-7H-pyrrolo[2,3-d]pyrimidin-7-yl)-5-(((3-(phenethylamino)propyl)amino)methyl)cyclopentane-1,2-diol NC=1C2=C(N=CN1)N(C=C2C2=CC=NC=C2)[C@H]2[C@@H]([C@@H]([C@H](C2)CNCCCNCCC2=CC=CC=C2)O)O